NC=1SCC2(N1)COCC1=CC=C(C=C12)NC(C1=CC=C(C=C1)F)=O N-(2'-amino-5'H-spiro[isochroman-4,4'-thiazol]-6-yl)-4-fluorobenzamide